C(C)(C)(C)C=1C=C(NN1)NC(=O)NC1=CC=C(C=C1)N1C=NC2=C1C=CC(=C2)OCCOCCN(C)C2=C1C(N(C(C1=CC=C2)=O)C2C(NC(CC2)=O)=O)=O 1-(5-t-butyl-2H-pyrazol-3-yl)-3-(4-{5-[2-(2-{[2-(2,6-dioxopiperidin-3-yl)-1,3-dioxo-2,3-dihydro-1H-isoindol-4-yl]-methyl-amino}-ethoxy)-ethoxy]-benzoimidazol-1-yl}-phenyl)-urea